tri(isopropylcyclopentadiene) cerium [Ce].C(C)(C)C1=CC=CC1.C(C)(C)C1=CC=CC1.C(C)(C)C1=CC=CC1